7-chloro-2-(1-ethyl-1H-pyrazol-4-yl)[1,2,4]triazolo[1,5-c]quinazolin ClC1=CC=CC=2C=3N(C=NC12)N=C(N3)C=3C=NN(C3)CC